CC1(CCC(O1)OCCO)CC1=CC=C(C=C1)C 2-((5-methyl-5-(4-methylbenzyl)tetrahydrofuran-2-yl)oxy)ethan-1-ol